1-(3-chlorophenyl)cyclopropane-1-carboxylic acid ClC=1C=C(C=CC1)C1(CC1)C(=O)O